N-cyclopropyl-4-(1-phenyl-2,3-dihydro-1H-benzo[d]pyrrolo[1,2-a]imidazol-7-yl)benzamide C1(CC1)NC(C1=CC=C(C=C1)C1=CC2=C(N=C3N2C(CC3)C3=CC=CC=C3)C=C1)=O